NC1=C(C=C(C=N1)C=1C=C2N(N1)CCC21CN(CC1)C(=O)N[C@@H](C)C1=C(C=NC=C1)Cl)C(F)(F)F 2'-[6-amino-5-(trifluoromethyl)pyridin-3-yl]-N-[(1S)-1-(3-chloropyridin-4-yl)ethyl]-5',6'-dihydrospiro[pyrrolidine-3,4'-pyrrolo[1,2-b]pyrazole]-1-carboxamide